N1C(=NC2=C1C=CC=C2)C2=CC(=NN2C)NC(=O)C=2C=NC(=CC2)N2C[C@@H](N[C@H](C2)C)C N-[5-(1H-benzimidazol-2-yl)-1-methyl-pyrazol-3-yl]-6-[(3S,5S)-3,5-dimethylpiperazin-1-yl]pyridine-3-carboxamide